2-methoxy-1,6-naphthyridin-8-amine COC1=NC2=C(C=NC=C2C=C1)N